Cl.N[C@H](C(=O)OC(C(=O)N(C)C)C(C)C)CC1=CC(=CC=C1)S(=O)(=O)N1CC(C1)(C1=CC=CC=C1)OC1=CC=C(C=C1)Cl 1-(Dimethylamino)-3-methyl-1-oxobutan-2-yl (2S)-2-amino-3-(3-{[3-(4-chlorophenoxy)-3-phenylazetidin-1-yl]sulfonyl}phenyl)propanoate monohydrochloride